NN(C(=O)NC=1C(=NC(=CC1)C=1C=NC=CC1)C)CC 1-amino-1-ethyl-3-[2-methyl-6-(3-pyridyl)-3-pyridyl]urea